(6-Methoxynaphthalen-2-yl)(3-methylpiperidin-3-yl)methanone hydrochloride Cl.COC=1C=C2C=CC(=CC2=CC1)C(=O)C1(CNCCC1)C